(R)-3-methyl-4-(5-nitro-6-thiocyanopyrimidin-4-yl)morpholine C[C@H]1N(CCOC1)C1=NC=NC(=C1[N+](=O)[O-])SC#N